COC1CN(C1)C1=C(C=NC=C1)C1CN(C1)C(=O)[C@@H]1CC[C@H]2N1C([C@H](CCC2)NC(=O)C2=CC1=C(S2)C=CC(=C1)CP(O)(O)=O)=O ((2-(((3S,6S,9aS)-3-(3-(4-(3-methoxyazetidin-1-yl)pyridin-3-yl)azetidine-1-carbonyl)-5-oxooctahydro-1H-pyrrolo[1,2-a]azepin-6-yl)carbamoyl)benzo[b]thiophen-5-yl)methyl)phosphonic acid